6-bromoisochroman-8-carbaldehyde BrC=1C=C2CCOCC2=C(C1)C=O